ClC=1C=C(C=CC1C(=O)N1CCN(CC1)C(=O)[C@H]1NC(CC1)=O)NC(=O)C=1N(C(=CN1)C1=C(C(=C(C=C1)C=1C=NN(C1C)CCOC)F)F)C N-[3-chloro-4-[4-[(2S)-5-oxopyrrolidine-2-carbonyl]piperazine-1-carbonyl]phenyl]-5-[2,3-difluoro-4-[1-(2-methoxyethyl)-5-methyl-pyrazol-4-yl]phenyl]-1-methyl-imidazole-2-carboxamide